CC1=C(C=2N(C=C1)C(=CN2)C(C2=C(C(=CC=C2)C)O)=N)C 2-((7,8-dimethylimidazo[1,2-a]pyridin-3-yl)(imino)methyl)-6-methylphenol